CN1CCN(CC1)C1=CC=C(C=C1)NC1=NC=CC(=N1)NC1=NC(=NC=C1)C1=NC(=CC=C1)C N2-[4-(4-methylpiperazin-1-yl)phenyl]-N4-[2-(6-methyl-2-pyridyl)pyrimidin-4-yl]pyrimidine-2,4-diamine